4-benzyl-3,5-dimethyl-1H-pyrazole-1-carboxamide C(C1=CC=CC=C1)C=1C(=NN(C1C)C(=O)N)C